propan-2-yl-1,1,1-d3 (2S)-6-diazo-2-(2-(ethoxy-d5)acetamido)-5-oxohexanoate [N+](=[N-])=CC(CC[C@@H](C(=O)OC(C([2H])([2H])[2H])C)NC(COC(C([2H])([2H])[2H])([2H])[2H])=O)=O